4-((5-chloro-7-(2-((3-(2,2-difluoroethyl)-2,6-dioxo-3,6-dihydropyrimidin-1(2H)-yl)methyl)thieno[3,2-b]pyridin-7-yl)-1H-indol-1-yl)methyl)piperidine-4-carbonitrile ClC=1C=C2C=CN(C2=C(C1)C1=C2C(=NC=C1)C=C(S2)CN2C(N(C=CC2=O)CC(F)F)=O)CC2(CCNCC2)C#N